FC1=C(C#N)C=C(C=C1)OC=1C(=C2C=CNC2=CC1F)SC 2-fluoro-5-((6-fluoro-4-(methylthio)-1H-indol-5-yl)oxy)benzonitrile